chlorotoluyl-benzaldehyde ClC=1C(=C(C=O)C=CC1)C1=C(C=CC=C1)C